C(C(=C)C)(=O)O.C(C(=C)C)(=O)O.C(CCC)O.C(CCC)O dibutanol dimethacrylate